C(C(=C)C)(=O)O.C(C(=C)C)(=O)O.C1C(C)O1 propylene oxide dimethacrylate